CN(C(CCCCCCCCCCCCCCCCC)=O)C N,N-dimethyl-octadecanoamide